FC1=CC(=CC2=C1N(C=N2)COCC[Si](C)(C)C)\C=N\[S@@](=O)C(C)(C)C (S,E)-N-((7-fluoro-1-((2-(trimethylsilyl)ethoxy)methyl)-1H-benzo[d]imidazol-5-yl)methylene)-2-methylpropane-2-sulfinamide